FC=1C=C(C=CC1OC)C1=CN=C2N1C=CN=C2NC2=CC(=C(C=C2)C(=O)N2CCN(CC2)CC2=CN=CN2)C [4-[[3-(3-fluoro-4-methoxyphenyl)imidazo[1,2-a]pyrazin-8-yl]amino]-2-methylphenyl]-[4-(1H-imidazol-5-ylmethyl)piperazin-1-yl]methanone